tert-butyl (S)-2-methyl-4-(((trifluoromethyl)sulfonyl)oxy)-3,6-dihydropyridine-1(2H)-carboxylate C[C@@H]1N(CC=C(C1)OS(=O)(=O)C(F)(F)F)C(=O)OC(C)(C)C